C(C(=C)C)(=O)OCC(=O)O[C@@]1(C(OCC=2C(N3CC=4C(=NC=5C=CC(=CC5C4CC)O)C3=CC21)=O)=O)CC (S)-2-((4,11-diethyl-9-hydroxy-3,14-dioxo-3,4,12,14-tetrahydro-1H-pyrano[3',4':6,7]indolizino[1,2-b]quinolin-4-yl)oxy)-2-oxoethyl methacrylate